FC1=CC(=CC=2C=3N(CCOC21)C=NC3)C(=O)N[C@H]3COCCC3 (R)-8-Fluoro-N-(tetrahydro-2H-pyran-3-yl)-5,6-dihydrobenzo[f]imidazo[1,5-d][1,4]oxazepine-10-carboxamide